N-PHTHALIMIDO-4-AMINO-L-PHENYLALANINE ETHYL ESTER C(C)OC([C@@H](NN1C(C=2C(C1=O)=CC=CC2)=O)CC2=CC=C(C=C2)N)=O